C(C)C(CN(C1=CC=C(/C=C/C=2C=CC=3C(N(C(C4=CC=CC2C34)=O)C(CCCCCCCCCCC)CCCCCCCCCCC)=O)C=C1)CC(CCCC)CC)CCCC (E)-6-(4-(bis(2-ethylhexyl)amino)styryl)-2-(tricosan-12-yl)-1H-benzo[de]isoquinoline-1,3(2H)-dione